BUT-2-ENOATE C(C=CC)(=O)[O-]